N1(CCC1)CC1=C(CNC2=CC(=C(C=C2Cl)S(=O)(=O)NC=2N=NC=CC2)F)C(=CC=C1)F 4-((2-(azetidin-1-ylmethyl)-6-fluorobenzyl)amino)-5-chloro-2-fluoro-N-(pyridazin-3-yl)benzenesulfonamide